(2-(2H-1,2,3-triazol-2-yl)phenyl)((1S,4R,6R)-6-((5-methylpyrimidin-2-yl)oxy)-2-azabicyclo[2.2.1]heptan-2-yl)methanone N=1N(N=CC1)C1=C(C=CC=C1)C(=O)N1[C@@H]2[C@@H](C[C@H](C1)C2)OC2=NC=C(C=N2)C